tert-hexyl O-(2-ethylhexyl) monoperoxycarbonate C(OC(C)(C)CCC)(=O)OOCC(CCCC)CC